O1CC=NN=C1 [1,4,5]oxadiazine